ClC=1C(=C(C=CC1F)[C@H](NC(=O)N1[C@@H](C(NCC1)=O)C)[C@@H]1C[C@H](C1)OC(F)F)F |o1:8| (2R)-N-((R or S)-(3-chloro-2,4-difluoro-phenyl)(trans-3-(difluoromethoxy)-cyclobutyl)methyl)-2-methyl-3-oxopiperazine-1-carboxamide